Cl.C(=C)C(C1=CC=CC=C1)NCCC[Si](OCCCN)(OC)C N-(vinylbenzyl)-2-aminoethyl-3-aminopropylmethyldimethoxysilane hydrochloride